4-dodecyl ether CCCC(CCCCCCCC)OC(CCC)CCCCCCCC